C(C)(=O)OCOP(=O)(C)OC1=C(C(=CC(=C1)CCCCC)O)C1=CC(=CC=C1)C ((((6-hydroxy-3'-methyl-4-pentyl-[1,1'-biphenyl]-2-yl)oxy)(methyl)phosphoryl)oxy)methyl acetate